4-vinyl-thieno[2,3-b]pyridine-6-carboxylic acid methyl ester COC(=O)C1=CC(=C2C(=N1)SC=C2)C=C